(R)-1-(4-((1-(3-(difluoromethyl)-2-fluorophenyl)ethyl)amino)-8-methoxy-2-methyl-7-oxopyrido[4,3-d]pyrimidin-6(7H)-yl)cyclopropane-1-carbonitrile FC(C=1C(=C(C=CC1)[C@@H](C)NC=1C=2C(N=C(N1)C)=C(C(N(C2)C2(CC2)C#N)=O)OC)F)F